Ethyl-5-methylisoxazole tert-butyl-N-(6-methyl-5,7-dihydro-4H-benzothiophen-6-yl)carbamate C(C)(C)(C)OC(NC1(CC2=C(C=CS2)CC1)C)=O.C(C)C1=NOC(=C1)C